O=C1NC(CCC1N1C(C2=CC=CC(=C2C1=O)N1CCC(CC1)CC(=O)NC)=O)=O 2-(1-(2-(2,6-dioxopiperidin-3-yl)-1,3-dioxoisoindol-4-yl)piperidin-4-yl)-N-methylacetamide